C[Si](C1=CC=C(C=C1)O)(C)C 4-(trimethylsilyl)phenol